Cl.N[C@@H]1C(N(C2=C(OC1)C=CC(=C2)OCCOCCO)C)=O (S)-3-amino-7-(2-(2-hydroxyethoxy)ethoxy)-5-methyl-2,3-dihydrobenzo[b][1,4]oxazepin-4(5H)-one hydrochloride